tert-butyl (3S,4R)-3-fluoro-4-(2-methoxy-5-(4,4,5,5-tetramethyl-1,3,2-dioxaborolan-2-yl)nicotinamido)pyrrolidine-1-carboxylate F[C@H]1CN(C[C@H]1NC(C1=C(N=CC(=C1)B1OC(C(O1)(C)C)(C)C)OC)=O)C(=O)OC(C)(C)C